OCC=1N=CNC1 4-(hydroxymethyl)-1H-imidazol